NC1=NC2(NC(=N1)NC1=CC(=CC=C1)Br)CCC(CC2)C(=O)N(C)C 2-amino-4-((3-bromophenyl)amino)-N,N-dimethyl-1,3,5-triazaspiro[5.5]undecane-1,3-diene-9-carboxamide